OC(C)(C)C=1C=CC=2N(C1)C(=CN2)C(=O)OCC ethyl 6-(1-hydroxy-1-methyl-ethyl)imidazo[1,2-a]pyridine-3-carboxylate